tris-(2-ethoxy)silane CCO[SiH](OCC)OCC